2-[1-[2-(5-Cyano-3-pyridyl)-3,6-dimethyl-4-oxo-chromen-8-yl]ethylamino]benzoic acid C(#N)C=1C=C(C=NC1)C=1OC2=C(C=C(C=C2C(C1C)=O)C)C(C)NC1=C(C(=O)O)C=CC=C1